2-((2-(N-PHENYLSULFAMOYL)PHENYL)AMINO)-N-(QUINOLIN-6-YL)ACETAMIDE C1(=CC=CC=C1)NS(=O)(=O)C1=C(C=CC=C1)NCC(=O)NC=1C=C2C=CC=NC2=CC1